disodium bis(carboxymethyl) trithiocarbonate C(SCC(=O)O)(SCC(=O)O)=S.[Na].[Na]